1-(5-bromopyridin-2-yl)-3-(dimethylamino)-1H-pyrazol-4-carbonitrile BrC=1C=CC(=NC1)N1N=C(C(=C1)C#N)N(C)C